N-[3-fluoro-4-[[6-methoxy-7-(2-methoxyethoxy)-1,5-naphthyridin-4-yl]oxy]phenyl]-5-(furan-2-yl)-1,2,6-trimethyl-4-oxopyridine-3-carboxamide FC=1C=C(C=CC1OC1=CC=NC2=CC(=C(N=C12)OC)OCCOC)NC(=O)C1=C(N(C(=C(C1=O)C=1OC=CC1)C)C)C